O1CC=2C=3C(C=COC13)=C(C2)O 1,7-dioxacyclopenta[cd]inden-4-ol